N1N=C(C=C1)C=1C(=NC2=CC=CC=C2C1NCCC1CCOCC1)N (1H-pyrazol-3-yl)-N4-(2-(tetrahydro-2H-pyran-4-yl)ethyl)quinoline-2,4-diamine